(2-chloro-5-((1-methyl-1H-pyrazol-4-yl)ethynyl)pyridin-4-yl)piperidin-4-ol ClC1=NC=C(C(=C1)N1CCC(CC1)O)C#CC=1C=NN(C1)C